5-Chloro-3-methyl-1-(tetrahydro-2H-pyran-2-yl)-1H-pyrazol-4-amine ClC1=C(C(=NN1C1OCCCC1)C)N